ClC1=C(C=CC=C1)S(=O)(=O)NC1=CC=C(C(=N1)OC)/C=C/C=1C=CC(=NC1)NC1CCC(CC1)NC(OC(C)(C)C)=O tert-butyl ((1r,4r)-4-((5-((E)-2-(6-(2-chlorophenylsulfonamido)-2-methoxypyridin-3-yl)vinyl)pyridin-2-yl)amino)cyclohexyl)carbamate